O1CCC(CC1)CN1[C@H]2[C@@](CCC1)(CCC2)COC=2N=C(C1=C(N2)C(=CN=C1)F)N1CCOCCC1 2-{[(4aS,7aR)-1-[(oxan-4-yl)-methyl]-octa-hydro-1H-cyclopenta[b]pyridin-4a-yl]methoxy}-8-fluoro-4-(1,4-oxazepan-4-yl)pyrido[4,3-d]pyrimidin